tert-butyl-4-(1-(4-(5-((2,4-dimethoxybenzyl)amino)-3-ethyl-2-((tetrahydro-2H-pyran-4-yl)amino)pyridino[3,4-b]pyrazine-8-yl)-2-methoxyphenyl)piperidine-4-yl)piperazine-1-carboxylic acid C(C)(C)(C)C1N(CCN(C1)C1CCN(CC1)C1=C(C=C(C=C1)C1=CN=C(C2=NC(=C(N=C21)NC2CCOCC2)CC)NCC2=C(C=C(C=C2)OC)OC)OC)C(=O)O